D-phenylalanine-methylester COC([C@H](N)CC1=CC=CC=C1)=O